CC=1C(=NC(=NC1)C)O dimethylpyrimidin-4-ol